perfluoro(methoxyethane) FC(C(F)(F)F)(OC(F)(F)F)F